5-bromo-diethylpyridin-2-amine BrC=1C(=C(C(=NC1)N)CC)CC